FC1=CC=C(C=C1)C#CC=1C=C(C(=O)OC)C=CC1S(NC)(=O)=O methyl 3-((4-fluorophenyl)ethynyl)-4-(N-methylsulfamoyl)benzoate